2-chloro-4-(4-(1-isopropyl-4-(trifluoromethyl)-1H-imidazol-2-yl)benzyl)-4,5,9,10-tetrahydro-6H,8H-pyrido[3,2,1-de]pteridin-6-one ClC=1N=C2N(CC(N3C2=C(N1)CCC3)=O)CC3=CC=C(C=C3)C=3N(C=C(N3)C(F)(F)F)C(C)C